FC1=C(C=C(C=C1)OC(F)(F)F)N1CC2=CC=C(C=C2CC1)CCC(=O)OC(C)(C)C tert-butyl 3-(2-(2-fluoro-5-(trifluoromethoxy)phenyl)-1,2,3,4-tetrahydroisoquinolin-6-yl)propanoate